COC1=CC=C(COC2=NC=C(C=N2)C2=C(C=C(C(=N2)C2CCOCC2)NC(OC2=CC=C(C=C2)C)=O)C)C=C1 p-tolyl (6-(2-((4-methoxybenzyl)oxy)pyrimidin-5-yl)-5-methyl-2-(tetrahydro-2H-pyran-4-yl)pyridin-3-yl)carbamate